(3S,6S,7R)-12-hydroxy-6-methoxy-3-methyl-1,11-dioxo-N-(2,4,6-trifluorobenzyl)-1,4,5,6,7,11-hexahydro-3H-2,7-methanopyrido[1,2-a][1,4]diazonine-10-carboxamide OC=1C(C(=CN2C1C(N1[C@H](CC[C@@H]([C@H]2C1)OC)C)=O)C(=O)NCC1=C(C=C(C=C1F)F)F)=O